N1CCC(CC1)CN1CCC(CC1)COC1=CC=C(C=C1)[C@@H]1C(NC(CC1)=O)=O |r| rac-(3R)-3-(4-{[1-(piperidin-4-ylmethyl)piperidin-4-yl]methoxy}phenyl)piperidine-2,6-dione